[9H]thioxanthene C1=CC=CC=2SC3=CC=CC=C3CC12